C(C(C)=CCC[C@@H](C)[C@H]1CC[C@H]2C3=CC=C4CCCC[C@]4(C)[C@H]3CC[C@]12C)O cholest-5,7,24-trienol